C(CCCCCCCCCCCCCC)(=O)N[C@@H](CCSC)C(=O)O N-n-pentadecanoyl-methionine